ClC=1C=C(C=C(C1)C#N)[C@H]1N(CCN(C1)S(=O)(=O)C)C(=O)OC(C)(C)C tert-butyl (R)-2-(3-chloro-5-cyanophenyl)-4-(methylsulfonyl)piperazine-1-carboxylate